4-fluoro-1-[2-(1,3-oxazol-5-yl)acetyl]-N-{phenyl-[4-(prop-2-yl)phenyl]methyl}pyrrolidine-2-carboxamide FC1CC(N(C1)C(CC1=CN=CO1)=O)C(=O)NC(C1=CC=C(C=C1)C(C)C)C1=CC=CC=C1